C(C)NC(N[C@H]1C[C@H](CCC1)C(=O)NC1=NC=CC(=C1)C1=CC2=C(N(N=C2C(=C1)F)C)C(C)C)=O (1S,3R)-3-(3-ethylureido)-N-(4-(7-fluoro-3-isopropyl-2-methyl-2H-indazol-5-yl)pyridin-2-yl)cyclohexane-1-carboxamide